Meta-bromobenzenesulfonamide BrC=1C=C(C=CC1)S(=O)(=O)N